ClC=1C(=CC2=C(N(C=N2)C2CC2)C1F)C#CC1=NN(C(=C1C(=O)N)NC)[C@@H]1CN([C@H](C1)COC)C(C=C)=O 3-[2-(6-chloro-1-cyclopropyl-7-fluoro-1,3-benzodiazol-5-yl)ethynyl]-1-[(3S,5R)-5-(methoxymethyl)-1-(prop-2-enoyl)pyrrolidin-3-yl]-5-(methylamino)pyrazole-4-carboxamide